O=C1N(CCC(N1)=O)C1=CC=C(C=C1)N1CCN(CC1)C1CCC2(CCN(CC2)C(=O)OC(C)(C)C)CC1 tert-Butyl 9-(4-(4-(2,4-dioxotetrahydropyrimidin-1(2H)-yl)phenyl)piperazin-1-yl)-3-azaspiro[5.5]undecane-3-carboxylate